CC(=O)NC1=C(C=C(C=C1)Br)F n-(4-bromo-2-fluorophenyl)acetamide